ClC1=NC=C(C(=N1)C1=CC=C2CN(C(C2=C1)=O)[C@@H](C(=O)N[C@H](CO)C1=CC(=CC=C1)OC)C)Cl (R)-2-(6-(2,5-dichloropyrimidin-4-yl)-1-oxoisoindolin-2-yl)-N-((S)-2-hydroxy-1-(3-methoxyphenyl)ethyl)propanamide